ethyl-{[4-chloro-5-(3-chlorophenyl)-1-phenyl-1H-pyrazol-3-yl] oxy} acetate C(C)(=O)OOC1=NN(C(=C1Cl)C1=CC(=CC=C1)Cl)C1=C(C=CC=C1)CC